1-[5-(1-Benzofuran-5-sulfonyl)-1H,2H,3H,4H,5H,6H-pyrrolo[3,4-c]pyrrol-2-yl]-2-phenoxypropan-1-one O1C=CC2=C1C=CC(=C2)S(=O)(=O)N2CC1=C(C2)CN(C1)C(C(C)OC1=CC=CC=C1)=O